C(CCCCCC)N(C(O)=O)C12CC3(CC(CC(C1)C3)C2)NCC(=O)N2[C@@H](CCC2)C#N.CC(C)(C)N2CN(CC2)C(C)(C)C 1,3-bis(2-methylpropan-2-yl)tetrahydro-1H-imidazole Heptyl-(3-((2-((S)-2-cyanopyrrolidin-1-yl)-2-oxoethyl)amino)adamantan-1-yl)carbamate